NC1=NN2C(C=C(C=C2)C=2C(=C(C(=O)NCC(C(O)C3=C(C=CC(=C3)Cl)F)(F)F)C(=CC2)Cl)F)=N1 3-(2-amino-[1,2,4]triazolo[1,5-a]pyridin-7-yl)-6-chloro-N-(3-(5-chloro-2-fluorophenyl)-2,2-difluoro-3-hydroxypropyl)-2-fluorobenzamide